C(C)(=O)NC1CC(C1)N1C2=NC=NC(=C2N=C1)NCC1CCN(CC1)CC1CCN(CC1)C(=O)OC(C)(C)C tert-Butyl 4-((4-(((9-((1s,3s)-3-acetamidocyclobutyl)-9H-purin-6-yl)amino)methyl)piperidine-1-yl)methyl)piperidine-1-carboxylate